C(C#CC(=O)OCC(C)C)(=O)OCC(C)C diisobutyl butynedioate